(1R,3S)-3-[3-({[3-(methoxymethyl)-1-methyl-1H-pyrazol-5-yl]carbonyl}amino)-1H-pyrazol-5-yl]cyclopentyl [(2ξ)-4,4,4-trifluorobutan-2-yl]carbamate FC(CC(C)NC(O[C@H]1C[C@H](CC1)C1=CC(=NN1)NC(=O)C1=CC(=NN1C)COC)=O)(F)F